FC1=C(C=C(C=N1)NC(=O)C1=C(N(C(=C1C)C(C(=O)N[C@H](CO)CC)=O)C)C)C (S)-N-(6-fluoro-5-methylpyridin-3-yl)-5-(2-((1-hydroxybutan-2-yl)amino)-2-oxoacetyl)-1,2,4-trimethyl-1H-pyrrole-3-carboxamide